(1R,4R)-4-((4-((2-methoxyethyl)amino)-6-((5-(5-phenyl-1,3,4-oxadiazol-2-yl)thiazol-2-yl)amino)pyrimidin-2-yl)amino)cyclohexan-1-ol COCCNC1=NC(=NC(=C1)NC=1SC(=CN1)C=1OC(=NN1)C1=CC=CC=C1)NC1CCC(CC1)O